C1(CC1)C1=C(N=C(N1C)C1=CC=2C(N=C1C1CC1)=NNC2)C=2C1=CN(N=C1C=CC2)C[C@H](O)C2=CC=CC=C2 (1R)-2-[4-(5-Cyclopropyl-2-{6-cyclopropyl-2H-pyrazolo[3,4-b]pyridin-5-yl}-1-methyl-1H-imidazol-4-yl)-2H-indazol-2-yl]-1-phenylethan-1-ol